NC1=C(C=CC=C1)NC(CCCCCNC(=O)C1=CC(=NN1)C1=CC=C(C=C1)NC1=C(C=CC=C1F)F)=O N-{6-[(2-aminophenyl)amino]-6-oxohexyl}-3-{4-[(2,6-difluorophenyl)amino]phenyl}-1H-pyrazole-5-carboxamide